C(CCCCC(=O)O)(=O)O.CC(CCCC(O)O)(C)C trimethyl-pentanediol adipate